CC1=C(OC2=C(C=C(C=C2C1=O)C)[C@@H](C)OC=1C(=NC(=CC1)F)C#N)C1=CC2=CN(N=C2C=C1)C 3-[(1R)-1-[3,6-Dimethyl-2-(2-methylindazol-5-yl)-4-oxo-chromen-8-yl]ethoxy]-6-fluoro-pyridine-2-carbonitrile